ClC=1C(NN=CC1N1CC=2N=CN=C(C2C[C@H]1C)OC1=C(C=C(C=C1)F)Cl)=O 4-chloro-5-[(6R)-4-(2-chloro-4-fluorophenoxy)-6-methyl-5H,6H,7H,8H-pyrido[3,4-d]pyrimidin-7-yl]-2,3-dihydropyridazin-3-one